C(C)(C)(C)OC(=O)N1N=C(C2=CC=C(C=C12)Br)C(NC(C([2H])([2H])[2H])([2H])[2H])=O 6-bromo-3-((ethyl-d5)carbamoyl)-1H-indazole-1-carboxylic acid tert-butyl ester